6-bromo-3-ethyl-1H-indole BrC1=CC=C2C(=CNC2=C1)CC